N1(CCCCC1)CCOC1=CC=C(C=C1)C1=NC=2C=CC=CC2C=2N1N=CC2 5-(4-(2-(piperidin-1-yl)ethoxy)phenyl)pyrazolo[1,5-c]quinazoline